CC(C(C)O)\C=C\C1C(C(=CC1)C)(C)C (E)-3-methyl-5-(2,2,3-trimethyl-1-cyclopent-3-enyl)pent-4-en-2-ol